ClC=1C(=C(C=NCCCC2C=NNC2=O)C=C(C1)Cl)O 4-{3-[(3,5-dichloro-2-hydroxybenzylidene)amino]propyl}-4,5-dihydro-1H-pyrazol-5-one